The molecule is a hydroxycalciol that consists of vitamin D3 (calciol) carrying additional hydroxy groups at positions 20 (with S-configuration) and 24 (with R-configuration). It has a role as a human metabolite. It is a hydroxycalciol, a triol and a member of D3 vitamins. CC(C)[C@@H](CC[C@@](C)([C@H]1CC[C@@H]\\2[C@@]1(CCC/C2=C\\C=C/3\\C[C@H](CCC3=C)O)C)O)O